cis-methyl-iminocarboxamide CC(=O)N=N